((5,6-Difluoroisoindolin-2-yl)methyl)-5-hydroxy-4H-pyran-4-one FC=1C=C2CN(CC2=CC1F)CC=1OC=C(C(C1)=O)O